tert-butyl N-[2-[2-[3-[2-(2,6-dioxo-3-piperidyl)-1,3-dioxo-isoindolin-4-yl]prop-2-ynoxy]ethoxy]ethyl]-N-methyl-carbamate O=C1NC(CCC1N1C(C2=CC=CC(=C2C1=O)C#CCOCCOCCN(C(OC(C)(C)C)=O)C)=O)=O